C1CCC2=C(C=3CCCC3C=C12)NC(=O)N=[S@](=O)(N)C1=CC(=CC=C1)C(C)(C)O (R)-N'-((1,2,3,5,6,7-hexahydro-s-indacen-4-yl)carbamoyl)-3-(2-hydroxypropan-2-yl)benzenesulfonimidamide